propenyl-quinazolinone C(=CC)C1=NC(NC2=CC=CC=C12)=O